N-[6-(difluoromethyl)-2-pyridyl]-2-[4-[[4-[4-[(2,6-dioxo-3-piperidyl)amino]phenyl]-1-piperidyl]methyl]cyclohexyl]-7-isopropoxy-imidazo[1,2-a]pyridine-6-carboxamide FC(C1=CC=CC(=N1)NC(=O)C=1C(=CC=2N(C1)C=C(N2)C2CCC(CC2)CN2CCC(CC2)C2=CC=C(C=C2)NC2C(NC(CC2)=O)=O)OC(C)C)F